C(\C=C\C(=O)[O-])(=O)OCCCCCCCCCCCCCCCCCC mono-stearyl fumarate